O=C1N(CCC1)[C@H]1C(=NN(C1)C(=O)N[C@H](C)C=1C=NC(=CC1)C(F)(F)F)C1=CC=C(C=C1)C (R)-4-(2-oxopyrrolidin-1-yl)-3-(4-methylphenyl)-N-((R)-1-(6-(trifluoromethyl)pyridin-3-yl)ethyl)-4,5-dihydro-1H-pyrazole-1-carboxamide